FC(C(=O)O)(F)F.C(C)(C)C=1C=C(C=CC1OC1=CC=NC2=CC(=CC=C12)OCCCS(=O)(=O)C)N1C(N(CC1=O)C=1C=NC=C(C1)C(F)(F)F)=O 3-[3-isopropyl-4-({7-[3-(methylsulfonyl)propoxy]-4-quinolinyl}oxy)phenyl]-1-[5-(trifluoromethyl)-3-pyridinyl]-2,4-imidazolidinedione trifluoroacetate